N-((3S,5S)-1-((3S,4R)-1-(tert-butyl)-4-(4-chlorophenyl)pyrrolidine-3-carbonyl)-5-(morpholin-4-carbonyl)pyrrolidin-3-yl)-N-((1s,4R)-4-methylcyclohexyl)isobutyramide tosylate S(=O)(=O)(O)C1=CC=C(C)C=C1.C(C)(C)(C)N1C[C@H]([C@@H](C1)C1=CC=C(C=C1)Cl)C(=O)N1C[C@H](C[C@H]1C(=O)N1CCOCC1)N(C(C(C)C)=O)C1CCC(CC1)C